N-(2-(3,3-Difluoroazetidin-1-yl)-6-methylpyrimidin-4-yl)-4-((2-hydroxyethyl)sulfonamido)-2-(6-azaspiro[2.5]octan-6-yl)benzamide FC1(CN(C1)C1=NC(=CC(=N1)NC(C1=C(C=C(C=C1)NS(=O)(=O)CCO)N1CCC2(CC2)CC1)=O)C)F